N1=C(C=C(C=C1C)C)C cis-collidine